O1N=CC(=C1)C1=CC=CC(=N1)C(=O)N 6-(isoxazol-4-yl)picolinamide